COC(C=C)=O.C1CCCCC1 cyclohexane (methyl)acrylate